N1(CCCCC1)C=1NC=CC1 piperidinopyrrole